C(C1=CC=CC=C1)N1C(=CC=C1)C=O N-benzyl-pyrrole-2-carbaldehyde